C(C)[C@]1(C(NCCC1)=O)C=1OC(=NN1)C=1C(=NC=CC1)NC1=CC=C(C=C1)C(F)(F)F (3R)-3-ethyl-3-[5-[2-[4-(trifluoromethyl)anilino]-3-pyridyl]-1,3,4-oxadiazol-2-yl]piperidin-2-one